ClC=1C=C(C=C(C1)C#N)CCN1CC(CC1C)COC1=CC=C(C=C1)S(=O)(=O)CCN(C(C)=O)C N-[2-(4-{[1-[2-(3-chloro-5-cyanophenyl)ethyl]-5-methylpyrrolidin-3-yl]methoxy}benzenesulfonyl)ethyl]-N-methylacetamide